(S)-tert-Butyl (2-oxo-2-((6-(5-((1-phenylethyl)amino)pyridin-3-yl)pyridazin-3-yl)amino)ethyl)(phenyl)carbamate O=C(CN(C(OC(C)(C)C)=O)C1=CC=CC=C1)NC=1N=NC(=CC1)C=1C=NC=C(C1)N[C@@H](C)C1=CC=CC=C1